O1C(C(C2=C1C=CC(=C2)S(=O)(=O)N2CCC(CC2)C=2C(=CC=1N(C2)N=CN1)C)([2H])[2H])([2H])[2H] 6-(1-((2,3-dihydrobenzofuran-5-yl-2,2,3,3-d4)sulfonyl)piperidin-4-yl)-7-methyl-[1,2,4]triazolo[1,5-a]pyridine